C(CCCCCCC\C=C/C\C=C/CCCCC)OC(CCCCCCCCCCCCC)=O myristic acid linoleyl ester